OCCC=1C(=CC2=C(C(OC2)=O)C1)C=1CCN(CC1)C(=O)OCC1=CC=CC=C1 benzyl 4-[6-(2-hydroxyethyl)-1-oxo-1,3-dihydro-2-benzofuran-5-yl]-1,2,3,6-tetrahydropyridine-1-carboxylate